N-[1-(1H-indol-3-ylmethyl)pentyl]-2-[4-(4-pyridinyl)piperazin-1-yl]Thiazole-5-carboxamide N1C=C(C2=CC=CC=C12)CC(CCCC)NC(=O)C1=CN=C(S1)N1CCN(CC1)C1=CC=NC=C1